C1NCC12CC(C2)C2=NC1=CC(=CC=C1N=C2)OC2=C(C(=CC=C2F)NS(N(C)CCO)(=O)=O)C#N 2-(2-azaspiro[3.3]heptan-6-yl)-7-[2-cyano-6-fluoro-3-[[2-hydroxyethyl(methyl)sulfamoyl]amino]phenoxy]quinoxaline